{5-methyl-4H,6H,7H-pyrazolo[1,5-a]pyrazin-2-yl}methanol CN1CC=2N(CC1)N=C(C2)CO